6-[3-[(2S)-2-[(Tert-butoxycarbonyl)amino]-4-carbamoylbutan-amido]-5-methylphenyl]hexanoic acid C(C)(C)(C)OC(=O)N[C@H](C(=O)NC=1C=C(C=C(C1)C)CCCCCC(=O)O)CCC(N)=O